2,2-dimethoxy-1-n-decyl-1-aza-2-silacyclopentane CO[Si]1(N(CCC1)CCCCCCCCCC)OC